6-(1-(1-ethyl-1H-1,2,3-triazol-4-yl)ethoxy)-7-methoxy-4-(1-methyl-3-phenyl-1H-pyrazol-4-yl)pyrido[3,2-d]pyrimidine C(C)N1N=NC(=C1)C(C)OC=1C(=CC=2N=CN=C(C2N1)C=1C(=NN(C1)C)C1=CC=CC=C1)OC